C(CCCCCCCC)OCOOCCCC(CC(CC(CC(CC(CC(C)O)C)C)C)C)C 14-hydroxy-4,6,8,10,12-pentamethylpentadecyloxy nonyloxymethyl ether